4-(3-(3-Cyclobutyl-8-methoxy-[1,2,4]triazolo[4,3-a]pyridin-7-yl)-4-fluorophenyl)-7-ethyl-7H-imidazo[4,5-c]pyridazine C1(CCC1)C1=NN=C2N1C=CC(=C2OC)C=2C=C(C=CC2F)C=2C1=C(N=NC2)N(C=N1)CC